CC(C)CCCCCCCCCCCCCCC(=O)O.C(C(COCC(CO)O)O)O diglyceryl isostearate